N=1N=C(N2C1C=CC=C2)C2=CN=C(S2)N 5-([1,2,4]triazolo[4,3-a]pyridin-3-yl)thiazol-2-amine